C(#N)[C@H]1N(CSC1)C(CNC(=O)C1=CC=NC2=CC=C(C=C12)N1CC(C1)(O)CC)=O (R)-N-(2-(4-Cyanothiazolidin-3-yl)-2-oxoethyl)-6-(3-ethyl-3-hydroxy-azetidin-1-yl)quinoline-4-carboxamide